(E)-ethyl 3-(2-ethyl-7-fluoro-3-(4-fluoro-2,6-dimethylphenyl)-4-oxo-3,4-dihydroquinazolin-6-yl)acrylate C(C)C1=NC2=CC(=C(C=C2C(N1C1=C(C=C(C=C1C)F)C)=O)/C=C/C(=O)OCC)F